CSC1=NC=CC=C1C(=O)N1CCCCC1 1-{[2-(methylsulfanyl)pyridin-3-yl]carbonyl}piperidin